6-Chloro-1-(4,6-diisopropylpyrimidin-5-yl)-7-(2-fluorophenyl)pyrido[2,3-d]pyrimidine-2,4(1H,3H)-dione ClC1=CC2=C(N(C(NC2=O)=O)C=2C(=NC=NC2C(C)C)C(C)C)N=C1C1=C(C=CC=C1)F